3,7-Dimethyl-3H-[1,2,3]triazolo[4,5-b]pyridine-6-carbaldehyde CN1N=NC=2C1=NC=C(C2C)C=O